CC(C)N1C[C@H]2CC[C@@H](C1)C2O (1R,5S,8S)-3-(propan-2-yl)-3-azabicyclo[3.2.1]octan-8-ol